4-methylsulfonyl-pteridine CS(=O)(=O)C1=NC=NC2=NC=CN=C12